pyrazolone (pyrazolate) N1N=C(C=C1)C(=O)O.N1=NC(C=C1)=O